N-(5-(4-(4-(hydroxymethyl)-3-methyl-1H-pyrazol-1-yl)pyrimidin-2-ylamino)-4-methoxy-2-morpholinophenyl)acrylamide OCC=1C(=NN(C1)C1=NC(=NC=C1)NC=1C(=CC(=C(C1)NC(C=C)=O)N1CCOCC1)OC)C